C(C)C1(COC1)COCC=C 3-ethyl-3-((allyloxy)methyl)oxetane